[Si](C)(C)(C(C)(C)C)OCC=1C(=NN(C1C)C1C(N(C(CC1)=O)C(=O)OC(C)(C)C)=O)C Tert-Butyl 3-(4-(((tert-butyldimethylsilyl)oxy)methyl)-3,5-dimethyl-1H-pyrazol-1-yl)-2,6-dioxopiperidine-1-carboxylate